8-methyl-7-(3-(trifluoromethyl)-7,8-dihydro-1,6-naphthyridin-6(5H)-yl)-3-vinyl-4H-pyrimido[1,2-b]pyridazin-4-one CC1=CC=2N(N=C1N1CC=3C=C(C=NC3CC1)C(F)(F)F)C(C(=CN2)C=C)=O